N,N'-(butane-1,4-diyl)bisaspartate C(CCCN[C@@H](CC(=O)[O-])C(=O)[O-])N[C@@H](CC(=O)[O-])C(=O)[O-]